ClC1=NC=C(C(=O)NC=2C(=NC=CC2C2=C(C=CC(=C2)F)F)C2CCC(CC2)(F)F)C=C1F rac-6-chloro-N-(2-(4,4-difluorocyclohexyl)-4-(2,5-difluorophenyl)pyridin-3-yl)-5-fluoronicotinamide